NN[C@@H](C)C(=O)O Amino-Alanine